(2,2,3,3-tetrafluoro-n-propyl) (2,2,3,3,3-pentafluoro-n-propyl) ether FC(COCC(C(F)F)(F)F)(C(F)(F)F)F